FC1=C(C=CC(=C1)O)C(C(=O)OCC)=O ethyl 2-(2-fluoro-4-hydroxyphenyl)-2-oxoacetate